O/N=C(\C1=C(C(=CC=C1)[N+](=O)[O-])OC)/N (E)-N'-hydroxy-2-methoxy-3-nitrobenzimidamide